CC(CCCCCCCCCC(CCCCCC)O)O octadecane-2,12-diol